2-[methyl({2-[4-(oxetan-3-yloxy)pyridin-2-yl]-5H,6H,7H-cyclopenta[d]pyrimidin-4-yl})amino]-N-(1-methyl-1H-pyrazol-4-yl)acetamide CN(CC(=O)NC=1C=NN(C1)C)C=1C2=C(N=C(N1)C1=NC=CC(=C1)OC1COC1)CCC2